(3S,4S)-1-(4-(((S)-2-(3-(4-fluorobenzyl)ureido)-3-(hexylamino)-3-oxopropyl)carbamoyl)benzoyl)-N3,N4-bis((1S,2R)-2-phenylcyclopropyl)pyrrolidine-3,4-dicarboxamide FC1=CC=C(CNC(N[C@@H](CNC(=O)C2=CC=C(C(=O)N3C[C@H]([C@@H](C3)C(=O)N[C@@H]3[C@H](C3)C3=CC=CC=C3)C(=O)N[C@@H]3[C@H](C3)C3=CC=CC=C3)C=C2)C(=O)NCCCCCC)=O)C=C1